C1(=CC=CC=C1)CCCC1=NOC(=N1)[C@H]1N(CCC1)S(=O)(=O)C 3-(3-phenylpropyl)-5-[(2S)-1-methanesulfonylpyrrolidin-2-yl]-1,2,4-oxadiazole